C(N)(=O)NC(=S)[O-] carbamoylaminothioformate